Piperidin-4-yl(1H-pyrrolo[2,3-c]pyridin-3-yl)methanone hydrochloride Cl.N1CCC(CC1)C(=O)C1=CNC2=CN=CC=C21